1-bis(trimethylsiloxy)methylsilyl-8-trichlorosilyloctaneN C[Si](OC(O[Si](C)(C)C)[SiH2]C=CCCCCCC[Si](Cl)(Cl)Cl)(C)C